tetrakis[tris(dipyrrolylamino)phosphoranylideneamino]phosphonium N1C(=CC=C1)N(C=1NC=CC1)P(N(C=1NC=CC1)C=1NC=CC1)(N(C=1NC=CC1)C=1NC=CC1)=N[P+](N=P(N(C=1NC=CC1)C=1NC=CC1)(N(C=1NC=CC1)C=1NC=CC1)N(C=1NC=CC1)C=1NC=CC1)(N=P(N(C=1NC=CC1)C=1NC=CC1)(N(C=1NC=CC1)C=1NC=CC1)N(C=1NC=CC1)C=1NC=CC1)N=P(N(C=1NC=CC1)C=1NC=CC1)(N(C=1NC=CC1)C=1NC=CC1)N(C=1NC=CC1)C=1NC=CC1